COC1=CC(=C(C=C1NC1=NC=NC(=C1)N1OCC[C@@H]1C=1C=NC(=CC1)C)NC(C=C)=O)N1CCC(CC1)N1CCN(CC1)C N-(4-methoxy-2-(4-(4-methylpiperazine-1-yl)piperidine-1-yl)-5-((6-((R)-3-(6-methylpyridine-3-yl)isoxazolidine-2-yl)pyrimidine-4-yl)amino)phenyl)acrylamide